C1NCC12CC(C2)C2=NN=C(S2)C2=NC(=CC(=C2C(=O)N)C2=CC(=NC=C2OC)Cl)C (5-(2-azaspiro(3.3)heptan-6-yl)-1,3,4-thiadiazol-2-yl)-2'-chloro-5'-methoxy-6-methyl-(4,4'-bipyridine)-3-carboxamide